ClC=1C(N(C(=CC1OCC1=NC=C(C=C1F)F)C)C1=CC(=NC=C1C)C1=CC=CC=2C(COC21)C(C)(C)O)=O 3-Chloro-4-((3,5-difluoropyridin-2-yl)methoxy)-2'-(3-(2-hydroxypropan-2-yl)-2,3-dihydrobenzofuran-7-yl)-5',6-dimethyl-2H-[1,4'-bipyridinyl]-2-one